N-(3-methylazepan-3-yl)acetamide magnesium silicon tin [Sn].[Si].[Mg].CC1(CNCCCC1)NC(C)=O